C(CCC)N[Ni] n-butylaminoNickel